C(C)(C)(C)C=1C=C(C=C(C1)C1=NC=CC(=C1)C(C)(C)C)O 3-(tert-butyl)-5-(4-(tert-butyl)pyridin-2-yl)phenol